CC=1C=2N(C=C(N1)C)N=C(C2)C=2N=C1N(C(C2)=O)C=C(C=C1)N1CCC(CC1)CN1CCCC1 2-(4,6-dimethylpyrazolo[1,5-a]pyrazin-2-yl)-7-[4-(pyrrolidin-1-ylmethyl)piperidin-1-yl]-4H-pyrido[1,2-a]pyrimidin-4-one